COC[C@H](C(=O)OC)N1CCN(CC1)C methyl (R)-3-methoxy-2-(4-methylpiperazin-1-yl)propanoate